Cl.Cl.N1=CC=C(C=C1)N Pyridin-4-amine dihydrochloride